2-(4-Fluoro-2-isopropyl-6-(2-methoxypyridin-4-yl)phenyl)-N-((4-fluoro-3-(2-hydroxypropan-2-yl)phenyl)sulfonyl)acetamide, potassium salt [K].FC1=CC(=C(C(=C1)C1=CC(=NC=C1)OC)CC(=O)NS(=O)(=O)C1=CC(=C(C=C1)F)C(C)(C)O)C(C)C